tert-butyl N-[2-[[5-(methylsulfonimidoyl)benzofuran-2-carbonyl]amino]-4-(2-thienyl)phenyl]carbamate CS(=O)(=N)C=1C=CC2=C(C=C(O2)C(=O)NC2=C(C=CC(=C2)C=2SC=CC2)NC(OC(C)(C)C)=O)C1